1,5-diiodoheptane ICCCCC(CC)I